BrC1=C(C=C(C(=O)O)C=C1)OCCN(C)C 4-bromo-3-(2-(dimethylamino)ethoxy)benzoic acid